C(C)(=O)N1CC(C1)OC=1C(=C(C=CC1)C=1C(N(C(N(C1C)CC1=C(C=CC=C1C(F)(F)F)F)=O)C[C@@H](C1=CC=CC=C1)N)=O)F (R)-5-(3-((1-Acetylazetidin-3-yl)oxy)-2-fluorophenyl)-3-(2-amino-2-phenylethyl)-1-(2-fluoro-6-(trifluoromethyl)benzyl)-6-methylpyrimidine-2,4(1H,3H)-dione